Cl.[C@H]12CNC[C@H]([C@@H](C1)O)C2 |r| rac-(1R,5R,6R)-3-azabicyclo[3.2.1]octan-6-ol hydrochloride